N-(pyrazin-2-yl)-6-(pyridin-4-yl)benzo[d]-thiazol-2-amine N1=C(C=NC=C1)NC=1SC2=C(N1)C=CC(=C2)C2=CC=NC=C2